C(C)N1N=C(C(=C1C=1C=NC(=CC1CC)C[C@H](C(F)(F)F)C)C)C(=O)NCC1CCC(CC1)S(=O)(=O)C |o1:16| 1-Ethyl-5-(4-ethyl-6-((R*)-3,3,3-trifluoro-2-methylpropyl)pyridin-3-yl)-4-methyl-N-(((1r,4R)-4-(methylsulfonyl)cyclohexyl)methyl)-1H-pyrazole-3-carboxamide